methyl 5-(aminomethyl)-2-methoxybenzoate NCC=1C=CC(=C(C(=O)OC)C1)OC